C(C)N(CCNC(C1=C(C=C(C=C1)NC(CCC(C)C)=O)OC)=O)CC N-[2-(diethylamino)ethyl]-2-methoxy-4-(4-methylpentanoylamino)benzamide